8-(benzo[d]thiazol-5-ylamino)-2,2-dimethyl-3-methylene-2,3-dihydrothieno[2,3-g]quinoline 1,1-dioxide S1C=NC2=C1C=CC(=C2)NC2=CC=NC=1C=C3C(=CC21)S(C(C3=C)(C)C)(=O)=O